BrC=1C=C(C=CC1)N1[C@H](CNCC1)C (2S)-1-(3-bromophenyl)-2-methyl-piperazine